Diphenyl phosphorazidate C1=CC=C(C=C1)OP(=O)(N=[N+]=[N-])OC2=CC=CC=C2